C(CCCCCCCCCCCCC)(=O)[O-].[Rb+] rubidium tetradecanoate